N-[[4-(4-amino-1-cyclohex-2-en-1-yl-pyrazolo[3,4-D]pyrimidin-3-yl)phenyl]methyl]-2-methoxy-benzamide NC1=C2C(=NC=N1)N(N=C2C2=CC=C(C=C2)CNC(C2=C(C=CC=C2)OC)=O)C2C=CCCC2